[N+](=O)([O-])C1=C(C(=O)NC2(CCCCC2)NC(C2=C(C=CC=C2)[N+](=O)[O-])=O)C=CC=C1 N,N'-bis(nitrobenzoyl)cyclohexanediamine